C(C)(C)(C)OC(=O)N[C@H](C(=O)O)CCC1=CC=CC=C1 (2S)-2-(tert-butoxycarbonylamino)-4-phenyl-butyric acid